C(C)(C)(C)OC(=O)CN1CCN(CC(C1)(N(C)CC(=O)OC(C)(C)C)CCCCC(=O)O)CC(=O)OC(C)(C)C 5-[1,4-Bis-t-butoxycarbonylmethyl-6-(t-butoxycarbonylmethyl-methyl-amino)-[1,4]diazepan-6-yl]-pentanoic acid